((1S,4R,6R)-6-((5-chloropyridin-2-yl)amino)-2-azabicyclo[2.2.2]oct-2-yl)(4-fluoro-2-(pyrimidin-2-yl)phenyl)methanone ClC=1C=CC(=NC1)N[C@@H]1C[C@@H]2CN([C@H]1CC2)C(=O)C2=C(C=C(C=C2)F)C2=NC=CC=N2